methyl vinyl-sulfonate, methacrylic acid salt C(C(=C)C)(=O)O.C(=C)S(=O)(=O)OC